Cl.Cl.N12CCNC(CC1)CC2 1,4-diazabicyclo[3.2.2]nonane dihydrochloride